[(Z)-oct-3-enyl] octanedioate C(CCCCCCC(=O)[O-])(=O)OCC\C=C/CCCC